3-(bromomethyl)-3-ethyloxetane BrCC1(COC1)CC